(1s,4s)-4-((5-(1-(Difluoromethyl)-1H-pyrazol-3-yl)-2-((2-(1-(2,2,2-trifluoroethyl)-1H-pyrazol-4-yl)pyrimidin-4-yl)amino)pyridin-4-yl)amino)-1-methylcyclohexan-1-ol FC(N1N=C(C=C1)C=1C(=CC(=NC1)NC1=NC(=NC=C1)C=1C=NN(C1)CC(F)(F)F)NC1CCC(CC1)(O)C)F